FC(C(=O)O)(F)F.COC(=O)C1=C(N=C(S1)NC1=NC(=CC(=N1)NCC1=CC=C(C=C1)S(=O)(=O)NCC)OC)C 2-[[4-[[[4-(ethylaminosulfonyl)phenyl]methyl]amino]-6-methoxy-2-pyrimidinyl]amino]-4-methyl-5-thiazolecarboxylic acid methyl ester trifluoroacetate